2-(3-chlorophenyl)ethylamine ClC=1C=C(C=CC1)CCN